BrCCOCCCCCC 1-(2-bromoethoxy)hexane